CC1=C(C(=CC(=C1)O[Si](C(C)C)(C(C)C)C(C)C)C)CC=1C=C2CCCNC2=CC1 6-[(2,6-dimethyl-4-triisopropylsiloxy-phenyl)-methyl]-3,4-dihydro-1H-quinoline